[1-[(4-aminophenyl)methyl]-4-piperidyl]carbamate NC1=CC=C(C=C1)CN1CCC(CC1)NC([O-])=O